(±)-2-((1r,3r,5r)-spiro[bicyclo[3.2.0]heptane-6,2'-[1,3]dioxolan]-3-yl)acetic acid ethyl ester C(C)OC(C[C@@H]1C[C@@H]2CC3(OCCO3)[C@@H]2C1)=O |r|